7-(2-methyl-5-(2-(trifluoromethyl)isonicotinamido)phenyl)-4-oxospiro[chromane-2,4'-piperidine]-1'-carboxylic acid methyl ester COC(=O)N1CCC2(CC1)OC1=CC(=CC=C1C(C2)=O)C2=C(C=CC(=C2)NC(C2=CC(=NC=C2)C(F)(F)F)=O)C